1-amino-1-deoxy-L-arabinitol NC[C@H](O)[C@@H](O)[C@@H](O)CO